CN(C=1C(=CC(N2[C@@H](CSC12)C(=O)O)=O)CC1=CC=CC2=CC=CC=C12)C (3R)-7-(dimethylamino)-6-[(1-naphthyl)methyl]-4-oxo-1-thia-3a-aza-3-indanecarboxylic acid